(1S,4s)-4-(2-fluoro-5-(((1S,2R,3S,4R)-3-((4-fluoro-3-(pentafluoro-λ6-sulfaneyl)phenyl)carbamoyl)bicyclo[2.2.1]heptan-2-yl)carbamoyl)-4-methoxyphenoxy)cyclohexane-1-carboxylic acid FC1=C(OC2CCC(CC2)C(=O)O)C=C(C(=C1)OC)C(N[C@@H]1[C@H]2CC[C@@H]([C@@H]1C(NC1=CC(=C(C=C1)F)S(F)(F)(F)(F)F)=O)C2)=O